C(CCC)(=O)OCC\C=C/CC butyric acid, (3Z)-3-hexen-1-yl ester